C(CCCCC(=O)O)(=O)O.C(CCCCC(=O)O)(=O)O.CC(CO)CO (2-methyl-1,3-propandiol) diadipate